(5aR,5bS,7aR,10aS,10bS)-5a,7a-dimethyl-8-(6-methylheptan-2-yl)-N-(pyrimidin-2-yl)-5,5a,5b,6,7,7a,8,9,10,10a,10b,11-dodecahydro-4H-cyclopenta[7,8]phenanthro[2,1-d]thiazol-2-amine C[C@@]12CCC=3N=C(SC3C2=CC[C@H]2[C@H]3[C@](CC[C@H]12)(C(CC3)C(C)CCCC(C)C)C)NC3=NC=CC=N3